(5s,8s)-N-(2-chloro-5-fluorobenzyl)-5-fluoro-8-hydroxy-5,6,7,8-tetrahydroquinoline-5-carboxamide ClC1=C(CNC(=O)[C@]2(C=3C=CC=NC3[C@H](CC2)O)F)C=C(C=C1)F